(biphenylyl)(dimethylfluorenyl)(spirobifluorenyl)amine C1(=C(C=CC=C1)N(C=1C2(C3=CC4=CC=CC=C4C3=CC1)C=CC=C1C3=CC=CC=C3C=C12)C1=C(C(=CC=2C3=CC=CC=C3CC12)C)C)C1=CC=CC=C1